OC=1C=C2\C(\C(N(C2=CC1)CCCCCCCC(=O)O)=O)=C\1/C(NC2=CC=CC=C12)=O (E)-8-(5-Hydroxy-2,2'-dioxo-[3,3'-biindolinylidene]-1-yl)octanoic acid